4-(2-hydroxyethoxy)-5-isopropyl-9-methoxy-8-(3-methoxypropoxy)-2-oxo-1,2,5,6-tetrahydrobenzo[h]quinoline-3-carboxylic acid OCCOC1=C(C(NC=2C3=C(CC(C12)C(C)C)C=C(C(=C3)OC)OCCCOC)=O)C(=O)O